FC1=C(C(=CC=C1)[N+](=O)[O-])N1CCC(CC1)CN1C2COCC1C2 6-[1-(2-fluoro-6-nitrophenyl)piperidin-4-yl]methyl-3-oxa-6-azabicyclo[3.1.1]heptane